2-[bis[(2,4-dimethoxyphenyl)methyl]amino]-4-methoxy-pyrimidin COC1=C(C=CC(=C1)OC)CN(C1=NC=CC(=N1)OC)CC1=C(C=C(C=C1)OC)OC